C(C)(C)(C)C=1C(=C(C=C(C1)CCC(=O)OCC(CCCC)CC)N1N=C2C(=N1)C=CC(=C2)Cl)O 2-(3'-tert-butyl-5'-[2-(2-ethylhexyl-oxy)-carbonylethyl]-2'-hydroxyphenyl)-5-chloro-benzotriazole